FC=1C=C2C=C(N(C2=CC1)C1=NC=CC=C1)C=1C2(C3=CC=CC=C3C1)CCC2 5-Fluoro-1-(pyridin-2-yl)-2-(spiro[cyclobutane-1,1'-inden]-2'-yl)-1H-indole